3-(1-methyl-1H-pyrazol-4-yl)-N-(4-(4-(4-methylpiperazin-1-yl)-4-oxobutyl)-1-phenyl-1H-imidazol-2-yl)benzamide citrate C(CC(O)(C(=O)O)CC(=O)O)(=O)O.CN1N=CC(=C1)C=1C=C(C(=O)NC=2N(C=C(N2)CCCC(=O)N2CCN(CC2)C)C2=CC=CC=C2)C=CC1